C(C)(C)N1C(=NN2C(C1=O)=NC=C2C=2N=CN(C2)C(C2=CC=CC=C2)(C2=CC=CC=C2)C2=CC=CC=C2)C2=CSC=C2 3-Isopropyl-2-(thiophen-3-yl)-7-(1-trityl-1H-imidazol-4-yl)imidazo[2,1-f][1,2,4]triazin-4(3H)-one